FC(C1(C(C(F)(F)F)(F)O1)F)(F)F perfluoro-2,3-butylene oxide